N1(CCCC1)CCNC(O[C@H]1CC[C@@]2([C@H]3C[C@H]([C@@]4([C@H](CC[C@@]4([C@@H]3CC[C@@H]2C1)O)C=1COC(C1)=O)C)O)C)=O (3S,5R,8R,9S,10S,12R,13S,14S,17R)-12,14-dihydroxy-10,13-dimethyl-17-(5-oxo-2,5-dihydrofuran-3-yl)hexadecahydro-1H-cyclopenta[a]phenanthren-3-yl (2-(pyrrolidin-1-yl)ethyl)carbamate